3-acryloxypropyldimethylmethoxysilane C(C=C)(=O)OCCC[Si](OC)(C)C